FC(C1=CC=C(CN2CCC3(CC2)C2=C(NC(O3)=O)C=CC=C2)C=C1)(F)F r-(4-(trifluoromethyl)benzyl)spiro[benzo[d][1,3]oxazine-4,4'-piperidin]-2(1H)-one